C1(=CC=CC=C1)[C@@H](C)O (R)-(-)-1-phenylethanol